N1C=NC2=C1C=CC(=C2)NC(CN)C2=CC=C(C=C2)C2=CN=C(S2)C2CC2 N1-(1H-Benzimidazol-5-yl)-1-[4-(2-cyclopropyl-1,3-thiazol-5-yl)phenyl]ethane-1,2-diamine